[Na+].[Na+].O[B-]1(CCC=2C=CC(=C(C2O1)C(=O)O)OC1CN(C1)C(CC1NCCC1)=O)O.O[B-]1(CCC=2C=CC(=C(C2O1)C(=O)O)OC1CN(C1)C(CC1NCCC1)=O)O 4,4-dihydroxy-8-({1-[(pyrrolidin-2-yl)acetyl]azetidin-3-yl}oxy)-5-oxa-4-boranuidabicyclo[4.4.0]deca-1(6),7,9-triene-7-carboxylic acid disodium salt